1-(2,5-dimethylphenyl)-3-(3-(3-hydroxyphenyl)prop-2-yn-1-yl)urea CC1=C(C=C(C=C1)C)NC(=O)NCC#CC1=CC(=CC=C1)O